C(CCC)C1(OC(C2=C(O1)C(=C(C=C2CCCCC)O)CC=C(CCC=C(C)C)C)=O)CC(C)=O 2-butyl-8-(3,7-dimethylocta-2,6-dien-1-yl)-7-hydroxy-2-(2-oxopropyl)-5-pentyl-4H-benzo[d][1,3]dioxin-4-one